N[C@H]1CN(CCCC1)C(=O)C1=NN(C(=C1)C1=CC(=C(C#N)C=C1)F)C1=C(C=C(C=C1)N1CCCC1)F (R)-4-(3-(3-aminoazepane-1-carbonyl)-1-(2-fluoro-4-(pyrrolidine-1-yl)phenyl)-1H-pyrazole-5-yl)-2-fluorobenzonitrile